1-(4-acryloylpiperazin-1-yl)-3-(2-morpholinoethoxy)-6-(naphthalen-1-yl)-5,6,7,8-tetrahydro-2,6-naphthyridine-4-carbonitrile C(C=C)(=O)N1CCN(CC1)C1=NC(=C(C=2CN(CCC12)C1=CC=CC2=CC=CC=C12)C#N)OCCN1CCOCC1